(1R,3R,5R)-2-azabicyclo[3.1.0]Hexane-3-carboxylic acid benzyl ester hydrochloride Cl.C(C1=CC=CC=C1)OC(=O)[C@@H]1N[C@@H]2C[C@@H]2C1